O1[C@H](CCC1)CN 1-[(2R)-oxolan-2-yl]methanamine